(E)-1-(2,6-dimethoxyphenyl)-3-(3,5,6-trimethylpyrazin-2-yl)-2-propen-1-one COC1=C(C(=CC=C1)OC)C(\C=C\C1=NC(=C(N=C1C)C)C)=O